2-(2-((5-(1-aminoisoquinolin-7-yl)-1-cyclohexyl-1H-indazol-3-yl)methoxy)phenyl)acetic acid NC1=NC=CC2=CC=C(C=C12)C=1C=C2C(=NN(C2=CC1)C1CCCCC1)COC1=C(C=CC=C1)CC(=O)O